tert-Butyl 6-cyano-5',6'-dihydro-[3,4'-bipyridine]-1'(2'H)-carboxylate C(#N)C1=CC=C(C=N1)C1=CCN(CC1)C(=O)OC(C)(C)C